N1=CC(=C2OCCCN21)S(=O)(N)=N 6,7-dihydro-5H-pyrazolo[5,1-b]{1,3}oxazine-3-sulfonimidamide